ClC=1N=C(NC1[C@H]1[C@H](CN(CC1)S(=O)(=O)C=CC(=O)NCC1CC1)C)C1=NC=C(C=C1)F 3-[[(3R,4R)-4-[4-Chloro-2-(5-fluoro-2-pyridyl)-1H-imidazol-5-yl]-3-methyl-1-piperidyl]sulfonyl]-N-(cyclopropylmethyl)propenamide